CC1=C(N(C2=CC=CC=C12)S(=O)(=O)C1=CC=C(C)C=C1)[Si](C)(C)C 3-Methyl-1-tosyl-2-(trimethylsilyl)-1H-indole